FC=1C=C(C=CC1OC)[C@H](C)NC(=O)C=1C=NC2=C(N=C(C=C2C1N1CCN[C@H](CC1)C)C)C1CC1 N-[(S)-1-(3-fluoro-4-methoxyphenyl)ethyl]-4-[(S)-5-methyl-1,4-diazepan-1-yl]-8-cyclopropyl-6-methyl-1,7-diaza-3-naphthamide